O1CCN(CC1)C1=CC=C(N=N1)C=O 6-morpholinopyridazine-3-carbaldehyde